3-(1-aminobutyl)-1-({3,4-difluoro-2-[(2-fluoro-4-iodophenyl)amino]phenyl}carbonyl)azetidin-3-ol NC(CCC)C1(CN(C1)C(=O)C1=C(C(=C(C=C1)F)F)NC1=C(C=C(C=C1)I)F)O